N-[(2-methoxyphenyl)methyl]-N'-(2-pyridylmethyl)-N-(5,6,7,8-tetrahydro-8-quinolinyl)-1,3-xylylenediamine COC1=C(C=CC=C1)CN(CC1=CC(=CC=C1)CNCC1=NC=CC=C1)C1CCCC=2C=CC=NC12